5-[(3aS,7aR)-1-methyl-3,4,5,6,7,7a-hexahydro-2H-indol-3a-yl]-1,3-dimethyl-pyrazolol CN1CC[C@]2(CCCC[C@@H]12)C1=CC(NN1C)(O)C